methyl (S)-2-((2-((4-chloro-2-fluorobenzyl)oxy)-4-methyl-5,8-dihydro-1,7-naphthyridin-7(6H)-yl)methyl)-1-(oxetan-2-ylmethyl)-1H-benzo[d]imidazole-6-carboxylate ClC1=CC(=C(COC2=NC=3CN(CCC3C(=C2)C)CC2=NC3=C(N2C[C@H]2OCC2)C=C(C=C3)C(=O)OC)C=C1)F